CC1=CC=C(C=C1)S(=O)(=O)NC=1C=C(C=CC1)N1N=NC(=C1)C=1C=C(C(=O)O)C=CN1 2-(1-(3-((4-methylphenyl)sulphonamido)phenyl)-1H-1,2,3-triazol-4-yl)isonicotinic acid